2-Bromo-N,N-diisopropylbenzamide BrC1=C(C(=O)N(C(C)C)C(C)C)C=CC=C1